2-(4-{[(3S,4S)-4-fluoro-1-methylpiperidin-3-yl]amino}pyrrolo[1,2-d][1,2,4]triazin-1-yl)-5-(trifluoromethyl)phenol formate C(=O)OC1=C(C=CC(=C1)C(F)(F)F)C=1C=2N(C(=NN1)N[C@H]1CN(CC[C@@H]1F)C)C=CC2